4-methoxy-4-(phenylethynyl)piperidine hydrochloride Cl.COC1(CCNCC1)C#CC1=CC=CC=C1